1-(5-(4-chloro-2-(4-(3-ethoxypyridin-2-yl)piperazine-1-carbonyl)-7-fluoro-1H-indol-6-yl)-3,6-dihydropyridin-1(2H)-yl)-3-(1H-1,2,3-triazol-1-yl)propan-1-one ClC1=C2C=C(NC2=C(C(=C1)C1=CCCN(C1)C(CCN1N=NC=C1)=O)F)C(=O)N1CCN(CC1)C1=NC=CC=C1OCC